1-(1-methyl-5-(quinolin-3-yl)-1H-pyrazol-3-yl)-3-(4-((4-methylpiperazin-1-yl)methyl)-3-(trifluoromethyl)phenyl)urea CN1N=C(C=C1C=1C=NC2=CC=CC=C2C1)NC(=O)NC1=CC(=C(C=C1)CN1CCN(CC1)C)C(F)(F)F